(E)-3-(p-toluenesulfonyl)acrylonitrile CC1=CC=C(C=C1)S(=O)(=O)/C=C/C#N